(R)-1-methyl-N-(5-(3-(methyl-d3)-1,2,4-oxadiazol-5-yl)-2,3-dihydro-1H-inden-1-yl)-1H-pyrazole-4-carboxamide CN1N=CC(=C1)C(=O)N[C@@H]1CCC2=CC(=CC=C12)C1=NC(=NO1)C([2H])([2H])[2H]